BrC1=CC(=C(C=C1)OC(F)(F)F)Cl 4-bromo-2-chloro-1-(trifluoromethoxy)benzene